5-amino-3-cyano-4-(3-hydroxy-2-methylphenyl)-2-methyl-1-(2,2,2-trifluoroethyl)indole-6-carboxylic acid NC=1C(=C2C(=C(N(C2=CC1C(=O)O)CC(F)(F)F)C)C#N)C1=C(C(=CC=C1)O)C